phthalic acid (dimethyl phthalate) CC=1C(=C(C(C(=O)O)=CC1)C(=O)O)C.C(C=1C(C(=O)O)=CC=CC1)(=O)O